N=1N(N=C2C1C1=C(C=C2)C=CC=C1)C1=C(N)C=CC=C1 2-benzo[e]benzotriazol-2-ylaniline